O=S1(NCCC1)C=1C=CC2=C(C=C(S2)C(=O)O)C1 5-(1-Oxo-4,5-dihydro-3H-isothiazol-1-yl)benzothiophene-2-carboxylic acid